ClC1=C(C=C(OCC(=O)N[C@@H]2CN[C@H](CC2)C2=NOC(=N2)C2CC(C2)OC(F)(F)F)C=C1)F 2-(4-chloro-3-fluorophenoxy)-N-[(3s,6r)-6-{5-[(1s,3s)-3-(trifluoromethoxy)cyclobutyl]-1,2,4-oxadiazol-3-yl}piperidin-3-yl]acetamide